3-thiophenyl-7-methoxycoumarin S1C(=CC=C1)C=1C(OC2=CC(=CC=C2C1)OC)=O